(S)-6-(6-fluoro-4-methoxy-2-((1-(oxetan-3-yl)ethyl)amino)pyrrolo[2,1-f][1,2,4]triazin-5-yl)-N-methylimidazo[1,2-a]pyridine-3-carboxamide FC=1C(=C2C(=NC(=NN2C1)N[C@@H](C)C1COC1)OC)C=1C=CC=2N(C1)C(=CN2)C(=O)NC